P(=O)(OC[C@H]1O[C@@]([C@@H]([C@@H]1O)O)(C#N)C1=CC=C2C(=NC=NN21)N)(OCCCOCCCCCCCCCCCCCC)O ((2R,3S,4R,5R)-5-(4-Aminopyrrolo[2,1-f][1,2,4]triazin-7-yl)-5-cyano-3,4-dihydroxytetrahydrofuran-2-yl)methyl (3-(tetradecyloxy)propyl) hydrogen phosphate